(3aR,4S,9bS)-4-(4-Hydroxy-phenyl)-1,3a,4,9b-tetrahydro-3H-5-oxa-2-thia-cyclopenta[a]naphthalen-8-ol OC1=CC=C(C=C1)[C@@H]1[C@H]2[C@@H](C3=CC(=CC=C3O1)O)CSC2